DL-methionine copper [Cu].N[C@@H](CCSC)C(=O)O |r|